C(C)N(C(=O)C=1C=CC=2N(C1)C(=CN2)C=2C=CC(=NC2)NC(OC)=O)C2=CC(=C(C=C2)F)OC methyl N-[5-[6-[ethyl-(4-fluoro-3-methoxy-phenyl)carbamoyl] imidazo[1,2-a]pyridin-3-yl]-2-pyridyl]carbamate